4-(4-((1R,5S)-3,8-diazabicyclo[3.2.1]octan-3-yl)-8-fluoro-2-(2-(1-methyl-1H-imidazol-5-yl)ethoxy)pyrido[4,3-d]pyrimidin-7-yl)naphthalen-2-ol [C@H]12CN(C[C@H](CC1)N2)C=2C1=C(N=C(N2)OCCC2=CN=CN2C)C(=C(N=C1)C1=CC(=CC2=CC=CC=C12)O)F